O1C=C(C=C1)C=1C(=CC2=CN(N=C2C1)CCC(C)(C)O)NC(CC=1N=C(SC1)C1=CC(=CC=C1)O)=O N-(6-(furan-3-yl)-2-(3-hydroxy-3-methylbutyl)-2H-indazol-5-yl)-2-(2-(3-hydroxyphenyl)thiazol-4-yl)acetamide